BrC1=C2C=CC=NC2=C(C=C1)[N+](=O)[O-] 5-bromo-8-nitro-quinoline